N-(3-(2-(4-(4-(2-methoxyethyl)piperazin-1-yl)anilino)-9H-purin-6-yloxy)phenyl)acrylamide COCCN1CCN(CC1)C1=CC=C(NC2=NC(=C3N=CNC3=N2)OC=2C=C(C=CC2)NC(C=C)=O)C=C1